ClC=1C(=C(C=CC1Cl)O)C=1C=CC=2N(C1)C=C(N2)CCO 3,4-Dichloro-2-(2-(2-hydroxyethyl)imidazo[1,2-a]pyridin-6-yl)phenol